4-(1-((endo)-2-azabicyclo[2.1.1]hexan-5-yl)-6-fluoro-2-methyl-4-((S)-1-((S)-1-methylpyrrolidin-2-yl)ethoxy)-1H-pyrrolo[3,2-c][1,6]naphthyridin-7-yl)naphthalen-2-ol C12NCC(C1N1C(=CC=3C(=NC=4C(=C(N=CC4C31)C3=CC(=CC1=CC=CC=C31)O)F)O[C@@H](C)[C@H]3N(CCC3)C)C)C2